NC=1C(=NC=CN1)C1=NC=2C(=NC(=CC2)C2=NN(N=C2)C(C)C)N1C1=CC=C(CN2CCC(CC2)NC2=NC(=NC=C2)C#N)C=C1 4-((1-(4-(2-(3-aminopyrazin-2-yl)-5-(2-isopropyl-2H-1,2,3-triazol-4-yl)-3H-imidazo[4,5-b]pyridin-3-yl)benzyl)piperidin-4-yl)amino)pyrimidine-2-carbonitrile